S1C(=CC2=C1C=CC=C2)C2=CC=C1C=CC(=CC1=C2)N(C2=CC=C(C=C2)C=2C=CC1=C(OC3=C1C=CC=C3)C2)C2=CC=C(C=C2)C=2OC3=C(N2)C=CC=C3 (7-Benzothiophen-2-yl-naphthalen-2-yl)-(4-benzoxazol-2-yl-phenyl)-(4-dibenzofuran-3-yl-phenyl)amine